6-(trifluoromethoxy)-9H-pyrimido[4,5-b]indol-4-amine FC(OC=1C=C2C3=C(NC2=CC1)N=CN=C3N)(F)F